1,3-diamino-4-methyl-cyclohexane NC1CC(C(CC1)C)N